CC=1NC(=C(C1)C)C=C1C(NC2=CC=CC=C12)=O 3-[(2,4-dimethylpyrrol-5-yl)methylene]-2-indolone